2,3,6-tribromoterephthalic acid BrC1=C(C(=O)O)C(=CC(=C1Br)C(=O)O)Br